(5-(2-((Tetrahydro-2H-pyran-2-yl)oxy)ethoxy)pyridin-2-yl)methanol O1C(CCCC1)OCCOC=1C=CC(=NC1)CO